COC=1C=C2C(=CC=NC2=CC1OC)OC1=CC(=C(C=C1)NC(=O)C1(CC1)C(=O)NC1=CC=C(C=C1)F)C N-(4-{[6,7-bis(methyloxy)quinolin-4-yl]oxy}-2-methylphenyl)-N'-(4-fluorophenyl)cyclopropane-1,1-dicarboxamide